ethyl 4-(chloromethyl)-1,3-dimethyl-1H-pyrazole-5-carboxylate ClCC=1C(=NN(C1C(=O)OCC)C)C